2,2,6-trimethyl-Cyclohexanone CC1(C(C(CCC1)C)=O)C